C12(CC3CC(CC(C1)C3)C2)C(=O)N 1-adamantanamide